NC1CC=2C=CC(=C(C2CC1)F)N1CC2CCC(C1)N2C(=O)OC(C)(C)C tert-butyl 3-(6-amino-1-fluoro-5,6,7,8-tetrahydronaphthalen-2-yl)-3,8-diazabicyclo[3.2.1]octane-8-carboxylate